COCC1=NOC(=C1C=1C=CC=2N(C1)N=NC2C(=O)NC=2C(=NC=C(C2)NC(CN2[C@H](CCC2)C)=O)C)C 6-[3-(methoxymethyl)-5-methyl-isoxazol-4-yl]-N-[2-methyl-5-[[2-[(2S)-2-methylpyrrolidin-1-yl]acetyl]amino]-3-pyridyl]triazolo[1,5-a]pyridine-3-carboxamide